C(CCCCC)(=O)OCCCCCCCC octanyl hexanoate